tert-butyl (3R,4R)-3-((2,7-dichloro-8-fluoropyrido[4,3-d]pyrimidin-4-yl)(methyl)amino)-4-methylpyrrolidine-1-carboxylate ClC=1N=C(C2=C(N1)C(=C(N=C2)Cl)F)N([C@H]2CN(C[C@H]2C)C(=O)OC(C)(C)C)C